C1(CCCCCC1)C1C(NCC(NCC(NC(COCC(C(N(C(C(N1)=O)CCC)C)=O)C)C)=O)=O)=O 12-cycloheptyl-3,16,18-trimethyl-15-propyl-1-oxa-4,7,10,13,16-pentaazacyclononadecane-5,8,11,14,17-pentaone